1-[(1S)-1-[2-(6-cyanopyrimidin-4-yl)-1,2,4-triazol-3-yl]ethyl]-3-[2,4-dichloro-5-(trifluoromethyl)phenyl]urea C(#N)C1=CC(=NC=N1)N1N=CN=C1[C@H](C)NC(=O)NC1=C(C=C(C(=C1)C(F)(F)F)Cl)Cl